((1S,6R,7S)-3-(3-(2,3-Dichlorophenyl)-1H-pyrazolo[3,4-b]pyrazin-6-yl)-7-(4-methylthiazol-2-yl)-3-azabicyclo[4.1.0]heptan-7-yl)methanamine ClC1=C(C=CC=C1Cl)C1=NNC2=NC(=CN=C21)N2C[C@@H]1[C@]([C@@H]1CC2)(C=2SC=C(N2)C)CN